(4,4-difluoropiperidin-1-yl)(1-(6-(1-(4-methoxybenzyl)-2-methyl-1H-imidazol-4-yl)pyridin-3-yl)-1H-pyrrolo[2,3-b]pyridin-5-yl)methanone FC1(CCN(CC1)C(=O)C=1C=C2C(=NC1)N(C=C2)C=2C=NC(=CC2)C=2N=C(N(C2)CC2=CC=C(C=C2)OC)C)F